FC=1C(=CC=2C[C@H]3OC(CN[C@H]3C2C1)C)OC(F)(F)F (4aS,9aR)-6-fluoro-2-methyl-7-(trifluoromethoxy)-2,3,4,4a,9,9a-hexahydroindeno[2,1-b][1,4]oxazine